ClC1=CC=C(C=C1)N1N=NC(=C1CN1N=CC(=CC1=O)N1C[C@@H](O[C@@H](C1)C)C)C |r| 2-[[3-(4-chlorophenyl)-5-methyl-triazol-4-yl]methyl]-5-[rac-(2S,6R)-2,6-dimethylmorpholin-4-yl]pyridazin-3-one